CC(C(=O)O)(C)OC1=C(C=C(C=C1)CN1N=CN(C1=O)C1=CC=C(C=C1)C(F)(F)F)C 2-Methyl-2-(2-methyl-4-((5-oxo-4-(4-(trifluoromethyl)phenyl)-4,5-dihydro-1H-1,2,4-triazol-1-yl)methyl)phenoxy)propionic acid